Cl.C12COCC(CC1)N2C2=CC(=C(C(=C2)C)C2=CC(=C(C(=C2)C)F)[C@H](CC(=O)OCC)N)O ethyl (3S)-3-(4'-(3-oxa-8-azabicyclo[3.2.1]octan-8-yl)-4-fluoro-2'-hydroxy-5,6'-dimethyl-[1,1'-biphenyl]-3-yl)-3-aminopropanoate hydrochloride